COCCOCCC(=O)C1C(C2=CC=C(C=C2C1=O)S(=O)(=O)C=1C=C2C(C(C(C2=CC1)=O)C(CCOCCOC)=O)=O)=O 2-[3-(2-methoxyethoxy)propanoyl]-5-({2-[3-(2-methoxyethoxy)propanoyl]-1,3-dioxo-2,3-dihydro-1H-inden-5-yl}sulfonyl)-2,3-dihydro-1H-indene-1,3-dione